N1N=C(C=C1)C(S(=O)(=O)[O-])(C1=NNC=C1)C1=NNC=C1.[Ag+] Silver(I) Tris(pyrazolyl)methanesulfonate